Cl.N[C@@H]1C=C[C@@H](C1)C(=O)OC methyl (1R,4S)-4-aminocyclopent-2-ene-1-carboxylate hydrochloride